O=C1NC(CCC1N1C(N(C2=C1C=CC=C2CC(=O)O)C)=O)=O 2-(1-(2,6-Dioxopiperidin-3-yl)-3-methyl-2-oxo-2,3-dihydro-1H-benzo[d]imidazol-4-yl)acetic acid